benzyl (2S)-4-[7-(8-bromo-1-naphthyl)-2-[[(2S)-1-methylpyrrolidin-2-yl]methoxy]-6,8-dihydro-5H-pyrido[3,4-d]pyrimidin-4-yl]-2-(cyanomethyl)piperazine-1-carboxylate BrC=1C=CC=C2C=CC=C(C12)N1CC=2N=C(N=C(C2CC1)N1C[C@@H](N(CC1)C(=O)OCC1=CC=CC=C1)CC#N)OC[C@H]1N(CCC1)C